1-methyl-9-(1-methyl-1H-pyrazol-4-yl)-N-(quinolin-7-yl)-6,7-dihydro-5H-benzo[c][1,2,3]triazolo[1,5-a]azepin-7-amine CC=1N=NN2C1C1=C(C(CC2)NC2=CC=C3C=CC=NC3=C2)C=C(C=C1)C=1C=NN(C1)C